ClC=1C=C2C(=NC(=NC2=C(C1C1=NC(=CC(=C1I)C)N(C)CC1=CC=C(C=C1)OC)F)F)N1[C@H](CN(CC1)C(=O)OC(C)(C)C)C tert-butyl (3S)-4-(6-chloro-2,8-difluoro-7-(3-iodo-6-((4-methoxybenzyl)(methyl)amino)-4-methylpyridin-2-yl)quinazolin-4-yl)-3-methylpiperazine-1-carboxylate